FC=1C=C(C=NC1)C1=NC=2N(C(=C1)NCCC1=CNC3=CC=CC=C13)N=CC2I 5-(5-fluoro-3-pyridinyl)-N-[2-(1H-indol-3-yl)ethyl]-3-iodo-pyrazolo[1,5-a]Pyrimidine-7-amine